C1([C@@H](O)[C@H](O)[C@H](O)[C@@H](O1)C)[C@]1([C@H](C(O)O[C@@H]([C@H]1O[C@H]1[C@H](O)[C@@H](O)[C@@H](O)[C@H](O1)CO)CO)O)O 3-FUCOSYLLACTOSE